C(CCC(CCCCCC)O)O 1,4-decanediol